N-(4-((4-((6-(2,2,2-trifluoroethyl)quinazolin-4-yl)amino)piperidin-1-yl)methyl)phenyl)ethanesulfonamide FC(CC=1C=C2C(=NC=NC2=CC1)NC1CCN(CC1)CC1=CC=C(C=C1)NS(=O)(=O)CC)(F)F